3-(cyclopropanecarboxamido)-N-methyl-1-phenyl-1H-thieno[2,3-c]pyrazole-5-carboxamide C1(CC1)C(=O)NC=1C2=C(N(N1)C1=CC=CC=C1)SC(=C2)C(=O)NC